6-(3-fluoropyridin-4-yl)-N,5-di(pyridin-3-yl)-1,2,4-triazin-3-amine FC=1C=NC=CC1C1=C(N=C(N=N1)NC=1C=NC=CC1)C=1C=NC=CC1